ClC1=C(C(=CC=C1Cl)O)C(C1=CC=NC=C1)N1N=CC(=C1)C(=O)N [(2,3-dichloro-6-hydroxyphenyl)(pyridin-4-yl)methyl]-1H-pyrazole-4-carboxamide